C(C1=CC=CC=C1)[N+](=CCOCCC(CCC=C(C)C)C)[O-] N-benzyl-2-((3,7-dimethyloct-6-en-1-yl)oxy)ethan-1-imine oxide